O(C1=CC=CC=C1)P1(=NP(=NP(=N1)(F)F)(F)F)F 2-phenoxy-2,4,4,6,6-pentafluoro-1,3,5,2λ5,4λ5,6λ5-triazatriphosphinine